CN1CC(CCC1)C(=O)OCC ethyl 1-methyl-3-piperidinecarboxylate